1-methyl-3,6-bis(trimethylsilyl)-1,4-cyclohexadiene CC1=CC(C=CC1[Si](C)(C)C)[Si](C)(C)C